C(CCCC(=O)O)(=O)O (1aR,5aR)-Pentanedioic acid